C1(CC1)C=1C2=C(C(NC1)=O)N(C(=N2)CN2CC(CCC2)C)COCC[Si](C)(C)C 7-cyclopropyl-2-[(3-methylpiperidin-1-yl)methyl]-3-{[2-(trimethylsilyl)ethoxy]methyl}-3,5-dihydro-4H-imidazo[4,5-c]pyridin-4-one